FC(C1=NC=CC(=C1)CNC(C1=CN=CC(=C1N1C[C@]2(CCCN2)CC1)C1=CC(=CC(=C1)F)F)=O)(F)F N-{[2-(trifluoromethyl)-4-pyridyl]methyl}-4-{(S)-1,7-diaza-7-spiro[4.4]nonyl}-5-(3,5-difluorophenyl)nicotinamide